4-((5-(5-methylthiophen-2-yl)-1H-pyrazol-3-yl)amino)phenol CC1=CC=C(S1)C1=CC(=NN1)NC1=CC=C(C=C1)O